choline lysine salt N[C@@H](CCCCN)C(=O)[O-].OCC[N+](C)(C)C